C(#N)C=1C=C(OC2=C(C=3[C@@](C(C(C3C=C2)(F)F)(F)F)([2H])O)C#N)C=C(C1)F (R)-5-(3-cyano-5-fluorophenoxy)-1,1,2,2-tetrafluoro-3-hydroxy-2,3-dihydro-1H-indene-4-carbonitrile-3-d